C(#N)C1=C(C=CC(=C1)NC1C(NC(CC1)=O)=O)C1CCN(CC1)C(=O)OC(C)(C)C tert-butyl 4-[2-cyano-4-[(2,6-dioxo-3-piperidyl)amino]phenyl]piperidine-1-carboxylate